5-bromo-1,3,3-trimethyl-2-oxoindoline-6-carboxylic acid BrC=1C=C2C(C(N(C2=CC1C(=O)O)C)=O)(C)C